N-methyl-2-(1-{[5-methyl-3-(trifluoromethyl)-1H-pyrazol-1-yl]acetyl}piperidin-4-yl)-N-(1,2,3,4-tetrahydronaphthalen-1-yl)-1,3-thiazol-4-carboxamide CN(C(=O)C=1N=C(SC1)C1CCN(CC1)C(CN1N=C(C=C1C)C(F)(F)F)=O)C1CCCC2=CC=CC=C12